7-(8-chloro-7-fluoronaphthalen-1-yl)-N-methyl-2-(((S)-1-methylpyrrolidin-2-yl)methoxy)-N-((R)-pyrrolidin-3-yl)-5,6,7,8-tetrahydropyrido[3,4-d]pyrimidin-4-amine ClC=1C(=CC=C2C=CC=C(C12)N1CC=2N=C(N=C(C2CC1)N([C@H]1CNCC1)C)OC[C@H]1N(CCC1)C)F